3,5-di-t-octylsalicylic acid C(C)(C)(CC(C)(C)C)C1=C(C(C(=O)O)=CC(=C1)C(C)(C)CC(C)(C)C)O